ethylene-diamine-tetraacetate C(CN(CC(=O)[O-])CC(=O)[O-])N(CC(=O)[O-])CC(=O)[O-]